(S)-8-(difluoromethoxy)-8',8'-difluoro-1'-(methyl-d3)-6-(trifluoromethyl)-7',8'-dihydro-3H,6'H-spiro[imidazo[1,2-a]pyridine-2,5'-isoquinoline] FC(OC=1C=2N(C=C(C1)C(F)(F)F)C[C@]1(C=3C=CN=C(C3C(CC1)(F)F)C([2H])([2H])[2H])N2)F